6-(2,4-dichlorophenyl)-2-(methylsulfinyl)-8,9-dihydroimidazo[1',2':1,6]pyrido[2,3-d]pyrimidine ClC1=C(C=CC(=C1)Cl)C1=CC2=C(N=C(N=C2)S(=O)C)N2C1=NCC2